BrCC(C)(C)NC(OC(C)(C)C)=O tert-butyl N-(2-bromo-1,1-dimethylethyl)carbamate